OCC1(CCOCC1)C#N 4-(Hydroxymethyl)tetrahydro-2H-pyran-4-carbonitrile